2-[4-(bromomethyl)-3-methyl-phenyl]-1-methyl-4-(trifluoromethyl)imidazole BrCC1=C(C=C(C=C1)C=1N(C=C(N1)C(F)(F)F)C)C